(3-(4-((1-(3-fluoropropyl)azetidin-3-yl)oxy)phenoxy)-6-hydroxybenzo[b]thiophen-2-yl)(4-hydroxyphenyl)methanone FCCCN1CC(C1)OC1=CC=C(OC=2C3=C(SC2C(=O)C2=CC=C(C=C2)O)C=C(C=C3)O)C=C1